(S)-1'-(6-amino-5-((2-amino-3-chloropyridin-4-yl)thio)pyrazin-2-yl)-4-bromo-1,3-dihydro-spiro[indene-2,4'-piperidin]-1-amine NC1=C(N=CC(=N1)N1CCC2(CC1)[C@@H](C1=CC=CC(=C1C2)Br)N)SC2=C(C(=NC=C2)N)Cl